FC=1C=C2NC=NC2=C2CN3N=NC(C(CCCCC(C4=CN=C(C=5C(=CC=C(OC12)C5)F)N4)(C4=CC=CC=C4)C)(C)C)=C3 24,30-Difluoro-6,11,11-trimethyl-6-phenyl-26-oxa-3,13,14,15,19,21,33-heptazahexacyclo[25.3.1.12,5.112,15.017,25.018,22]tritriaconta-1(31),2,4,12(32),13,17,19,22,24,27,29-undecaene